bis(2,4,6-trimethylbenzoyl)-(2,4-dipentylphenyl)phosphine oxide CC1=C(C(=O)P(C2=C(C=C(C=C2)CCCCC)CCCCC)(C(C2=C(C=C(C=C2C)C)C)=O)=O)C(=CC(=C1)C)C